C1(=CC=CC=C1)C=1N=C(SC1)C1C2(CC1C2)N (4-phenylthiazol-2-yl)bicyclo[1.1.1]pentan-1-amine